ClC1=C(C=CC(=C1)C(F)(F)F)CNC(=O)N1[C@H](CCC1)C(=O)NC1=CC=C(C=C1)C1=CC=C(C=C1)C(=O)O 4'-{[1-({[2-chloro-4-(trifluoromethyl)phenyl]methyl}carbamoyl)-D-prolyl]amino}[1,1'-biphenyl]-4-carboxylic acid